C(C1=CC=CC=C1)OC(=O)N[C@@H](C(=O)OCC1=CC=CC=C1)CNC(C1=CC(=CC(=C1)F)N1C(COCC1)CC)=O (2R)-benzyl 2-(((benzyloxy)carbonyl)amino)-3-(3-(3-ethylmorpholino)-5-fluorobenzamido)propanoate